C(C)O[Si](N1C(C(=CC1=O)CCC)=O)(OCC)OCC N-triethoxysilyl-(propyl)maleimide